5-fluoro-N-((3r,4r)-3-fluoro-1-(methylsulfonyl)piperidin-4-yl)-7-(cis-2-fluorocyclopentyl)-6-iodopyrrolo[2,1-f][1,2,4]triazin-2-amine FC=1C(=C(N2N=C(N=CC21)N[C@H]2[C@@H](CN(CC2)S(=O)(=O)C)F)[C@H]2[C@H](CCC2)F)I